4-(benzyloxy)quinoline-2-carboxylic acid C(C1=CC=CC=C1)OC1=CC(=NC2=CC=CC=C12)C(=O)O